Cl.CC=1C=C(NC2C(NC(CC2)=O)=O)C=CC1C1CCNCC1 3-[3-methyl-4-(4-piperidinyl)anilino]piperidine-2,6-dione hydrochloride